C(#N)[C@@H]1CN(CC1)C(=O)NC=1SC(=C(N1)C1=CC(=CC=C1)C#N)C1=CC(=NC(=C1)C)C (3S)-3-cyano-N-[4-(3-cyanophenyl)-5-(2,6-dimethyl-4-pyridinyl)thiazol-2-yl]pyrrolidine-1-carboxamide